C(C)(C)(C)OC(=O)N1[C@H](C[C@@H](C1)F)C1=C(C=CC(=C1)F)OCCCCNC1=C(C=NC2=CC(=C(C=C12)Br)F)N (2R,4S)-2-(2-(4-(3-amino-6-bromo-7-fluoroquinolin-4-ylamino)butoxy)-5-fluorophenyl)-4-fluoropyrrolidine-1-carboxylic acid tert-butyl ester